(R)-6-amino-N-(5,6-difluoro-7-(piperazin-1-yl)chroman-3-yl)-2-methylthieno[2,3-d]thiazole-5-carboxamide NC1=C(SC=2N=C(SC21)C)C(=O)N[C@H]2COC1=CC(=C(C(=C1C2)F)F)N2CCNCC2